tert-butyl 2-iodo-6,7-dihydro-4H-oxazolo[4,5-c]pyridine-5-carboxylate IC=1OC2=C(CN(CC2)C(=O)OC(C)(C)C)N1